[C@@H]1([C@@H](O)[C@H](O)[C@H](O)[C@@H](O1)C)OCCNC(CN(CC(NCCO[C@H]1[C@@H](O)[C@H](O)[C@H](O)[C@@H](O1)C)=O)CC(=O)NCCCCCC(=O)OCC1=CC=CC=C1)=O benzyl 6-[({bis[2-({2-[(α-L-fucopyranosyl)oxy]ethyl}amino)-2-oxoethyl]amino}acetyl)amino]hexanoate